C(C)(C)(C)OC(N[C@H](C(=O)N[C@H](C(=O)NC1=CC=C(C=C1)COC(=O)OC1=CC=C(C=C1)[N+](=O)[O-])C)C(C)C)=O tert-butyl((S)-3-methyl-1-(((S)-1-((4-((((4-nitrophenoxy)carbonyl)oxy)methyl)phenyl)amino)-1-oxopropan-2-yl)amino)-1-oxobutan-2-yl)carbamate